C1=CC=CC2C3C=CC=CC3N(C12)C1=CC=C(C=C1)N(C1=CC=C(C=C1)N1C2C=CC=CC2C2C=CC=CC12)C1=CC=C(C=C1)N1C2C=CC=CC2C2C=CC=CC12 tris(4-(4aH-carbazole-9(4bh,8ah,9ah)yl)phenyl)amine